BrC=1C(=CC(=C(OC2=C(C(=O)N(C([2H])([2H])[2H])C([2H])([2H])[2H])C=CC=C2)C1)[N+](=O)[O-])O (5-bromo-4-hydroxy-2-nitrophenoxy)-N,N-bis(methyl-d3)benzamide